2-(1-methylhydrazineyl)pyridine CN(N)C1=NC=CC=C1